(2S)-2-(tert-butoxycarbonylamino)-4-(1-methyl-5-nitro-benzimidazol-2-yl)butyric acid C(C)(C)(C)OC(=O)N[C@H](C(=O)O)CCC1=NC2=C(N1C)C=CC(=C2)[N+](=O)[O-]